(S)-3-[1-(dimethylamino)ethyl]phenyl N-ethyl-N-methylcarbamate C(C)N(C(OC1=CC(=CC=C1)[C@H](C)N(C)C)=O)C